S1NC=CN1C(=O)NN [1,2,5]Thiadiazole-5-carbohydrazide